N-[1-[6-chloro-3-[(1,3-dimethylpyrazol-4-yl)amino]-1,2,4-triazin-5-yl]-3-methyl-indol-5-yl]prop-2-enamide ClC1=C(N=C(N=N1)NC=1C(=NN(C1)C)C)N1C=C(C2=CC(=CC=C12)NC(C=C)=O)C